BrCC1=C(C=C(C=2N=CN(C21)C)C2=CC=C(C=C2)OC(F)(F)F)CN(C(OC(C)(C)C)=O)C(=O)OC(C)(C)C tert-butyl N-[[4-(bromomethyl)-3-methyl-7-[4-(trifluoromethoxy) phenyl]-benzimidazol-5-yl] methyl]-N-tert-butoxycarbonyl-carbamate